C1CC12CCN(CC2)C(=O)C2=CC=C(C=C2)C2=C(N(C=1N=CN=C(C12)N)C)C1=CC=C(C=C1)NC(C(=C)C)=O N-(4-(5-(4-(6-azaspiro[2.5]octane-6-carbonyl)phenyl)-4-amino-7-methyl-7H-pyrrolo[2,3-d]pyrimidin-6-yl)phenyl)methacrylamide